[Li].C(C)[Mg]Cl ethyl-magnesium chloride lithium